N1=C(C=CC=C1)C=1C=C(CN2CC3(CC2)CCN(CC3)C(=O)N3N=C(C=C3)C(=O)O)C=CC1 1-(2-(3-(pyridin-2-yl)benzyl)-2,8-diazaspiro[4.5]decane-8-carbonyl)-1H-pyrazole-3-carboxylic acid